OCC1(CCC1)NC=1C2=C(N=C(N1)N1C[C@@H]3N(C4=C(OC3)C=C(C=N4)C(F)(F)F)CC1)CC[S@]2=O (R)-4-((1-(Hydroxymethyl)cyclobutyl)amino)-2-((S)-3-(trifluoromethyl)-6a,7,9,10-tetrahydropyrazino[1,2-d]pyrido[3,2-b][1,4]oxazin-8(6H)-yl)-6,7-dihydrothieno[3,2-d]pyrimidine 5-oxide